NN1CCN(CC1)CCO 1-Amino-4-(2-hydroxyethyl)Piperazine